ClC=1C=C(C=CC1)C(C(=O)C1=CC=C(C=N1)NC(CC1=CC=C(C=C1)S(=O)(=O)CC)=O)(C)C N-[6-[2-(3-chlorophenyl)-2-methyl-propionyl]-3-pyridyl]-2-(4-ethylsulfonylphenyl)acetamide